2-[2,5-bis[4-(dimethylamino)butanoylamino]pentanoylamino]ethyl-2,5-bis[2,5-bis[[(9Z,12Z)-octadeca-9,12-dienoyl]amino]pentanoylamino]pentanoate CN(CCCC(=O)NC(C(=O)NCCOC(C(CCCNC(C(CCCNC(CCCCCCCC=CCC=CCCCCC)=O)NC(CCCCCCC\C=C/C\C=C/CCCCC)=O)=O)NC(C(CCCNC(CCCCCCC\C=C/C\C=C/CCCCC)=O)NC(CCCCCCC\C=C/C\C=C/CCCCC)=O)=O)=O)CCCNC(CCCN(C)C)=O)C